ClC1=C2COC(C2=CC=C1O)=O 4-chloro-5-hydroxyisobenzofuran-1(3H)-one